2-(4-Fluorophenyl)-N-[4-(4-oxo-3-phenyl-4,5,6,7-tetrahydro-1H-pyrrolo[3,2-c]pyridin-2-yl)-pyridin-2-yl]acetamide FC1=CC=C(C=C1)CC(=O)NC1=NC=CC(=C1)C1=C(C=2C(NCCC2N1)=O)C1=CC=CC=C1